CS(=O)(=O)O[C@@H]1C[C@@H]2COC3=C(C(N2C1)=O)C(=C(C(=C3)C)F)OCC3C(C3)(F)F (2R,11aR)-6-((2,2-difluorocyclopropyl)methoxy)-7-fluoro-8-methyl-5-oxo-2,3,11,11a-tetrahydro-1H,5H-Benzo[f]pyrrolo[2,1-c][1,4]oxazepin-2-yl methanesulfonate